FC(S(=O)(=O)OC(C(F)F)C)(F)F (2,2-difluoro-1-methyl-ethyl) trifluoromethanesulfonate